FC=1C=C(C(=C(C1)NC1=C(N=NC(=C1)NC=1N=NN(C1)C)C(=O)NC([2H])([2H])[2H])OC)C1=NC=CC=N1 4-((5-fluoro-2-methoxy-3-(pyrimidin-2-yl)phenyl)amino)-N-(methyl-d3)-6-((1-methyl-1H-1,2,3-triazol-4-yl)amino)pyridazine-3-carboxamide